C(CC1=NC2=C(C(O1)=O)C=CC=C2)C2=NC1=C(C(O2)=O)C=CC=C1 2,2'-ethylenebis(3,1-benzoxazin-4-one)